Kalium-Natrium Tartrat C(=O)([O-])C(O)C(O)C(=O)[O-].[Na+].[K+]